3',5'-dichloro-4'-fluoro-2,2,2-trifluoroFluoroacetophenone ClC=1C(=C(C=C(C1F)Cl)C(C(F)(F)F)=O)F